3-(methanesulfonyloxy)-2-methyl-2-(pyridin-2-yl)propylmethanesulfonate CS(=O)(=O)OCC(CCS(=O)(=O)[O-])(C1=NC=CC=C1)C